ethylene glycol furancarboxylate O1C(=CC=C1)C(=O)OCCO